[Na+].C(CCCCCCCCCCCCCCC)S(=O)(=O)[O-] hexadecyl-sulfonic acid, sodium salt